O=C1C(N2CCC1CC2)COP(=O)(OC2=CC=CC=C2)N[C@@H](C)C(=O)OC(C)C isopropyl (((3-oxoquinuclidin-2-yl)methoxy)(phenoxy)phosphoryl)-L-alaninate